(2S)-2-(2-amino-3-methoxy-3-oxopropyl)pyrrolidine-1-carboxylic acid tert-butyl ester C(C)(C)(C)OC(=O)N1[C@@H](CCC1)CC(C(=O)OC)N